methyl 4-bromo-3-((3-hydroxy-3-methylbutan-2-yl)amino)benzoate BrC1=C(C=C(C(=O)OC)C=C1)NC(C)C(C)(C)O